N1N=CC2=CC=C(C=C12)C(=O)O indazole-6-carboxylic acid